N-(3-((2R,5R)-5-((S)-(3-Fluorophenyl)(hydroxy)methyl)pyrrolidin-2-yl)-phenyl)methanesulfonamide FC=1C=C(C=CC1)[C@@H]([C@H]1CC[C@@H](N1)C=1C=C(C=CC1)NS(=O)(=O)C)O